CC1=CC(=NC=N1)C1=CC(=NN1)C(=O)N1C2(CC2)CCCC1 (7S)-4-[5-(6-methylpyrimidin-4-yl)-1H-pyrazole-3-carbonyl]-4-azaspiro[2.5]octane